C(=O)(OC(C)(C)C)NCCOC1=CC(=CC=C1)Br N-Boc-2-(3-bromophenoxy)ethylamine